n-methylaminooxy-propylamine CNONCCC